C(#N)[C@H](CC1=CC=C(C=C1)C1=CC=C(C=C1)C#N)NC(=O)[C@H]1OCCCNC1 (2S)-N-[[1S]-1-Cyano-2-(4'-cyanobiphenyl-4-yl)ethyl]-1,4-oxazepane-2-carboxamide